tert-butyl 4-(6-bromo-8-methyl-4-oxo-3,4-dihydropyrido[3,2-d]pyrimidin-2-yl)-4-fluoropiperidine-1-carboxylate BrC=1C=C(C=2N=C(NC(C2N1)=O)C1(CCN(CC1)C(=O)OC(C)(C)C)F)C